5-(3-methylphenyl)-1,4-pentadien-3-one CC=1C=C(C=CC1)C=CC(C=C)=O